5-(2-ethoxy-3-pyridinyl)-1-isopropyl-N-[(3R)-tetrahydropyran-3-yl]pyrazolo[4,3-b]pyridin-7-amine C(C)OC1=NC=CC=C1C1=CC(=C2C(=N1)C=NN2C(C)C)N[C@H]2COCCC2